1-(2-(3,9-diazabicyclo[3.3.1]nonan-3-yl)-7-(thiazol-2-yl)benzo[d]oxazol-5-yl)-2,2,2-trifluoroethane-1,1-diol C12CN(CC(CCC1)N2)C=2OC1=C(N2)C=C(C=C1C=1SC=CN1)C(C(F)(F)F)(O)O